O[C@@H]1CN(CC[C@H]1C1=CC=CC=2N(C(N(C21)C)=O)COCC[Si](C)(C)C)C(=O)OCCCC butyl (3S,4S)-3-hydroxy-4-[3-methyl-2-oxo-1-(2-trimethylsilylethoxymethyl) benzimidazol-4-yl]piperidine-1-carboxylate